5'-vinyl-thymidine C(=C)C([C@@H]1[C@H](C[C@@H](O1)N1C(=O)NC(=O)C(C)=C1)O)O